(S)-1-[2-(1-Isopropyl-1H-indazole-3-yl)phenyl]-2-(6-methylpyridine-2-yl)ethan-1-amine hydrochloride Cl.C(C)(C)N1N=C(C2=CC=CC=C12)C1=C(C=CC=C1)[C@H](CC1=NC(=CC=C1)C)N